(3,5-dibromo-4-methoxyphenyl)(spiro[benzo[b][1,4]oxazine-2,1'-cyclopropane]-4(3H)-yl)methanone BrC=1C=C(C=C(C1OC)Br)C(=O)N1C2=C(OC3(CC3)C1)C=CC=C2